5-bromo-4-[2-[ethyl(methylsulfonyl)amino]-5-fluoro-4-hydroxy-anilino]pyrimidine BrC=1C(=NC=NC1)NC1=C(C=C(C(=C1)F)O)N(S(=O)(=O)C)CC